OC1=CC=C(C=C1)S(=O)(=O)O 4-Hydroxybenzenesulfonic acid